7-amino-1-cyclopropyl-6-fluoro-8-methoxy-4-oxo-1,4-dihydro-quinoline-3-carboxylic acid NC1=C(C=C2C(C(=CN(C2=C1OC)C1CC1)C(=O)O)=O)F